4-Dimethylamino-1-naphthaldehyd CN(C1=CC=C(C2=CC=CC=C12)C=O)C